N-[1-(6-Chlorobenzo[1,3]dioxol-5-ylmethyl)-2,3-dihydro-1H-indol-5-yl]-2-(4-fluorophenyl)-acetamide ClC=1C(=CC2=C(OCO2)C1)CN1CCC2=CC(=CC=C12)NC(CC1=CC=C(C=C1)F)=O